1-(2-chloro-5-((1-methyl-1H-pyrazol-4-yl)ethynyl)pyridin-4-yl)azepan-4-ol ClC1=NC=C(C(=C1)N1CCC(CCC1)O)C#CC=1C=NN(C1)C